BrN1C(=O)N(C(=O)C1(C)C)Cl 1-Bromochloro-5,5-dimethylhydantoin